N-(5-((2-(2-azabicyclo[2.2.2]octan-2-yl)ethyl)carbamoyl)-2-methylpyridin-3-yl)-2-(pyridin-3-yl)pyrazolo[5,1-b]thiazole-7-carboxamide C12N(CC(CC1)CC2)CCNC(=O)C=2C=C(C(=NC2)C)NC(=O)C=2C=NN1C2SC(=C1)C=1C=NC=CC1